3-Bromo-7-(5-methyl-1,3,4-oxadiazol-2-yl)-1-{[2-(trimethylsilyl)ethoxy]methyl}indazole BrC1=NN(C2=C(C=CC=C12)C=1OC(=NN1)C)COCC[Si](C)(C)C